OC=1C=C2CC(C(C2=CC1)=O)=CC1=CC=C(C=C1)N1CCOCC1 5-hydroxy-2-(4-morpholinyl-benzylidene)-2,3-dihydro-1H-indenone